C(C)(C)(C)OC(=O)NC(CCCCNC(OC(C)(C)C)=O)C(NC1=C(C=CC(=C1)NCC1=CC=C(C=C1)F)NC(=O)OCC)=O tert-butyl N-(5-{[(tert-butoxy)carbonyl]amino}-5-({2-[(ethoxycarbonyl)amino]-5-{[(4-fluorophenyl)methyl]amino}phenyl}carbamoyl) pentyl)carbamate